C(CCC)OCCOCCOCCOC triethylene glycol methyl Butyl ether